1,1'-diethylferrocene C(C)[C-]1C=CC=C1.[C-]1(C=CC=C1)CC.[Fe+2]